(((9aR,10S)-10-((R)-(2,3-difluorophenyl)(phenyl)methyl)-3,5-dioxo-3,5,8,9,9a,10-hexahydro-7H-pyrrolo[1',2':4,5]pyrazino[1,2-b]pyridazin-4-yl)oxy)methyl 4-methylpiperazine-1-carboxylate CN1CCN(CC1)C(=O)OCOC1=C2N(N=CC1=O)[C@H]([C@@H]1N(C2=O)CCC1)[C@H](C1=CC=CC=C1)C1=C(C(=CC=C1)F)F